benzyl 6-[(2S,3S,4R,5S)-5-acetamido-3,4-dihydroxy-2-propyl-1-piperidyl]-6-oxo-hexanoate C(C)(=O)N[C@@H]1[C@H]([C@H]([C@@H](N(C1)C(CCCCC(=O)OCC1=CC=CC=C1)=O)CCC)O)O